Ethoxy-ethanol C(C)OC(C)O